[Cl-].[Cl-].C[Si](=[Zr+2]C1C(=CC2=C(C=CC=C12)C1=CC=CC=C1)C)C dimethylsilanediyl(2-methyl-4-phenylindenyl)zirconium dichloride